6-[(E)-[(Z)-[3-(2-isopropylphenyl)-4-oxothiazolidine-2-ylidene]hydrazono]methyl]-1-methyl-N-[4-(trifluoromethoxy)phenyl]pyrazolo[3,4-b]pyridine-3-carboxamidine C(C)(C)C1=C(C=CC=C1)N1/C(/SCC1=O)=N/N=C/C1=CC=C2C(=N1)N(N=C2C(=N)NC2=CC=C(C=C2)OC(F)(F)F)C